COC([C@]1(N(CCC1)CC(O)CO)C(=O)OC(C)(C)C)=O (t-Butoxycarbonyl)glyceryl-L-proline methyl ester